FC=1C(=CC(=C2NC(C=3N(C12)C(=NN3)C)(C)C)C)C3=C1C=CN(C1=CC=C3)S(=O)(=O)C 9-Fluoro-1,4,4,6-tetramethyl-8-(1-methylsulfonyl-1H-indol-4-yl)-5H-[1,2,4]triazolo[4,3-a]quinoxaline